2-(7-((2S,5R)-4-(1-(5,6-dimethylpyridin-2-yl)ethyl)-2,5-diethylpiperazin-1-yl)-4-methyl-5-oxo-4,5-dihydro-2H-pyrazolo[4,3-b]pyridin-2-yl)acetonitrile CC=1C=CC(=NC1C)C(C)N1C[C@@H](N(C[C@H]1CC)C=1C=2C(N(C(C1)=O)C)=CN(N2)CC#N)CC